OC1=C(N2C(C3=C(C=CC=C13)SC1=CC=CC=C1)=NC=N2)C(=O)OC Methyl 6-hydroxy-10-(phenylthio)-[1,2,4]triazolo[5,1-a]isoquinoline-5-carboxylate